CNC1=CC(=NC(=C1)C)NC=1C=C(C2=C(OCCO2)C1)C=1CCCN(CC1)C N4,6-dimethyl-N2-[5-(1-methyl-2,3,4,7-tetrahydroazepin-5-yl)-2,3-dihydro-1,4-benzodioxin-7-yl]pyridine-2,4-diamine